ClC1=CC(=C(C=C1)C1=CC=C2CN(C(C2=C1)=O)C1=NC(=CC(=C1)C(C)NCC1CC(C1)(F)F)Cl)C1=NN=CN1C 6-(4-Chloro-2-(4-methyl-4H-1,2,4-triazol-3-yl)phenyl)-2-(6-chloro-4-(1-(((3,3-difluorocyclobutyl)methyl)amino)ethyl)pyridin-2-yl)isoindolin-1-one